NC1=NC(=C(C=2N1N=C(N2)CC2=C(C=CC=C2F)F)C=2C=CC(N(C2)C)=O)C=2OC(=CN2)C 5-(5-amino-2-(2,6-difluorobenzyl)-7-(5-methyloxazol-2-yl)-[1,2,4]triazolo[1,5-c]pyrimidin-8-yl)-1-methylpyridin-2(1H)-one